C(#N)C12CC(C1)(C2)N2N=C1N(C2=O)C(CC1)C(=O)OC methyl 2-(3-cyanobicyclo[1.1.1]pentan-1-yl)-3-oxo-2,5,6,7-tetrahydro-3H-pyrrolo[2,1-c][1,2,4]triazole-5-carboxylate